5-(trifluoromethoxy)-2-azabicyclo[2.2.1]heptane-2-carboxylate FC(OC1C2CN(C(C1)C2)C(=O)[O-])(F)F